1-(2-cyclopropyl-4-methyl-3-pyridinyl)-6-fluoro-7-(2-fluoro-6-hydroxyphenyl)-4-((2S)-2-methyl-4-(2-propenoyl)-1-piperazinyl)pyrido-[2,3-d]pyrimidin-2(1H)-one C1(CC1)C1=NC=CC(=C1N1C(N=C(C2=C1N=C(C(=C2)F)C2=C(C=CC=C2O)F)N2[C@H](CN(CC2)C(C=C)=O)C)=O)C